NCC=1C=NC(=NC1)C1=C(C=C(C#N)C=C1)C(=O)C=1N(N=C(C1)C(C)(C)C)C 4-[5-(aminomethyl)pyrimidin-2-yl]-3-(5-tert-butyl-2-methylpyrazole-3-carbonyl)benzonitrile